CC(C)OC1=CC=C2C=CC=NC2=C1S(=O)(=O)NC1=C(C=CC=C1)C#CC=1C=CC=NC1 5-(2-{2-[7-(Propan-2-yloxy)chinolin-8-sulfonamido]phenyl}ethynyl)pyridin